1-[3-(4-Bromo-2-methyl-2H-pyrazol-3-yl)-4-(3-dimethylamino-propoxy)-phenyl]-3-(4-fluoro-phenyl)-urea BrC1=C(N(N=C1)C)C=1C=C(C=CC1OCCCN(C)C)NC(=O)NC1=CC=C(C=C1)F